N1=CSC2=NC(=CC=C21)C(=O)O thiazolo[5,4-b]pyridine-5-carboxylic acid